5,5'-diformyl-2,2'-bithiophene C(=O)C1=CC=C(S1)C=1SC(=CC1)C=O